6-bromo-2-methyl-indolizine-1-carboxamide BrC1=CN2C=C(C(=C2C=C1)C(=O)N)C